tert-butyl (1R,2S)-2-[1-(tert-butoxycarbonyl)-3-{[5-(dimethylcarbamoyl)-3-ethoxypyridin-2-yl]amino}indazol-6-yl]-5'-methoxy-2'-oxospiro[cyclopropane-1,3'-indole]-1'-carboxylate C(C)(C)(C)OC(=O)N1N=C(C2=CC=C(C=C12)[C@@H]1C[C@@]12C(N(C1=CC=C(C=C21)OC)C(=O)OC(C)(C)C)=O)NC2=NC=C(C=C2OCC)C(N(C)C)=O